ClC=1C=C(C(=NC1C1=C(C=CC=C1)F)NC1=C(C=CC=C1C(C)C)C(C)C)N 5-chloro-N2-(2,6-diisopropylphenyl)-6-(2-fluorophenyl)pyridine-2,3-diamine